2-acryloylamino-2-methyl-1-propanesulfonate C(C=C)(=O)NC(CS(=O)(=O)[O-])(C)C